allylaminouracil C(C=C)NC=1C(NC(NC1)=O)=O